tert-butyl (5-(8-aminoimidazo[1,2-a]pyridin-5-yl)-7-(2-hydroxyethyl)-7H-pyrrolo[2,3-d]pyrimidin-4-yl)(tert-butoxycarbonyl)carbamate NC=1C=2N(C(=CC1)C1=CN(C=3N=CN=C(C31)N(C(OC(C)(C)C)=O)C(=O)OC(C)(C)C)CCO)C=CN2